tert-butyl (2S)-4-[4-[6-fluoro-5-isopropoxy-1-(2-trimethylsilylethoxymethyl)indazol-3-yl]-2-pyridyl]-2-methyl-piperazine-1-carboxylate FC1=C(C=C2C(=NN(C2=C1)COCC[Si](C)(C)C)C1=CC(=NC=C1)N1C[C@@H](N(CC1)C(=O)OC(C)(C)C)C)OC(C)C